2,3,5,6-Tetrafluorobenzonitrile FC1=C(C#N)C(=C(C=C1F)F)F